tert-butyl (2-(2-(((tert-butyldimethylsilyl)oxy)methyl)-3-(pyridin-3-yl)phenyl)-2-hydroxyethyl)(methyl)carbamate [Si](C)(C)(C(C)(C)C)OCC1=C(C=CC=C1C=1C=NC=CC1)C(CN(C(OC(C)(C)C)=O)C)O